1-(4-(3-(6-(1H-pyrazol-1-yl)pyridazin-3-yl)-1-(2,6-difluorobenzyl)-5-((dimethylamino)methyl)-2,4-dioxo-1,2,3,4-tetrahydrothieno[2,3-d]pyrimidin-6-yl)phenyl)-3-methoxyurea N1(N=CC=C1)C1=CC=C(N=N1)N1C(N(C2=C(C1=O)C(=C(S2)C2=CC=C(C=C2)NC(=O)NOC)CN(C)C)CC2=C(C=CC=C2F)F)=O